7-fluoro-8-(6-fluoro-1-methylsulfonylindol-4-yl)-4,4-dimethyl-9-(trifluoromethyl)-5H-tetrazolo[1,5-a]quinoxaline FC=1C=C2NC(C=3N(C2=C(C1C1=C2C=CN(C2=CC(=C1)F)S(=O)(=O)C)C(F)(F)F)N=NN3)(C)C